N-[(2R)-2-(hydroxymethyl)-2-methyl-6-[(1S,4S)-2-oxa-5-azabicyclo[2.2.1]heptan-5-yl]-3H-benzofuran-5-yl]pyrazolo[1,5-a]pyrimidine-3-carboxamide OC[C@@]1(OC2=C(C1)C=C(C(=C2)N2[C@@H]1CO[C@H](C2)C1)NC(=O)C=1C=NN2C1N=CC=C2)C